(2S)-2-(tert-Butoxycarbonylamino)-2-spiro[2.3]hexane-5-yl-acetic acid methyl ester COC([C@H](C1CC2(CC2)C1)NC(=O)OC(C)(C)C)=O